N-[2-(1-piperazinyl)ethyl]-1,2-ethanediamine N1(CCNCC1)CCNCCN